C1(CCCCC1)CCC(=O)NC1=C(C=C(C=C1)NCC1=CC=C(C=C1)C(F)(F)F)NC 3-cyclohexyl-N-(2-(methylamino)-4-((4-(trifluoromethyl)benzyl)amino)phenyl)propanamide